5-methyl-4-(2-thiazolylazo)resorcinol CC=1C(=C(C=C(O)C1)O)N=NC=1SC=CN1